C(C)(C)(C)OC(NC(CCC=O)C)=O (1-methyl-4-oxo-butyl)carbamic acid tert-butyl ester